N-t-butyl-sulfamic acid C(C)(C)(C)NS(O)(=O)=O